C1CC12CN(C2)C2=NC=CC(=N2)C 2-{5-Azaspiro[2.3]hexan-5-yl}-4-methylpyrimidin